[N+](=O)([O-])C=1C=C2C(=CN(C2=CC1)C1=CC=C(C=C1)C(F)(F)F)CO (5-nitro-1-(4-(trifluoromethyl)phenyl)-1H-indol-3-yl)methanol